OC1=C(C=C(C=2C=CC=NC12)S(=O)(=O)O)N=NC1=CC2=CC=C(C=C2C=C1)S(=O)(=O)O 8-Hydroxy-7-(6-sulfonaphthalen-2-yl)diazenyl-quinoline-5-sulfonic acid